ClC=1C=CC(=NC1)CN1C(=NC=2N(C(N(C(C12)=O)CCCO)=O)C)C1=CC(=CC=C1)OC(F)(F)F 7-((5-chloropyridin-2-yl)methyl)-1-(3-hydroxypropyl)-3-methyl-8-(3-(trifluoromethoxy)phenyl)-1H-purine-2,6(3H,7H)-dione